4-[4-[[4-(3-hydroxy-1-methyl-propoxy)-5-[4-[(4-methylpiperazin-1-yl)methyl]phenyl]-2-pyridyl]amino]pyrimidin-2-yl]-2-methyl-pyrazol-3-ol OCCC(OC1=CC(=NC=C1C1=CC=C(C=C1)CN1CCN(CC1)C)NC1=NC(=NC=C1)C1=C(N(N=C1)C)O)C